(3R)-3-(allyloxycarbonylamino)-5-[(4-chlorophenyl)methyl]-8-fluoro-4-oxo-2,3-dihydro-1,5-benzothiazepine-7-Carboxylic acid methyl ester COC(=O)C=1C(=CC2=C(N(C([C@H](CS2)NC(=O)OCC=C)=O)CC2=CC=C(C=C2)Cl)C1)F